FC([C@H](O)C=1NC(=CN1)CC1=CC(=NC=C1)F)(F)F (R)-2,2,2-Trifluoro-1-(5-((2-fluoropyridin-4-yl)methyl)-1H-imidazol-2-yl)ethan-1-ol